C(C)(C)(C)OC(=O)N1[C@@H]2COC[C@H]1[C@@H](C(C2)=O)F |r| (+-)-(1S,5S,6S)-6-fluoro-7-oxo-3-oxa-9-azabicyclo[3.3.1]nonane-9-carboxylic acid tert-butyl ester